[Cl-].COC1=CC=C(C=C1)[C@@H]1NC(N[C@H]1C1=CC=C(C=C1)OC)=NC=1N([C@H]([C@@H]([N+]1CC1=CC(=CC(=C1)[Si](C)(C)C)[Si](C)(C)C)C1=CC=CC=C1)C1=CC=CC=C1)CC1=CC(=CC(=C1)[Si](C)(C)C)[Si](C)(C)C (4S,5S)-2-(((4S,5S)-4,5-bis(4-methoxyphenyl)imidazolidin-2-ylidene)amino)-1,3-bis(3,5-bis(trimethylsilyl)benzyl)-4,5-diphenyl-4,5-dihydro-1H-imidazol-3-ium chloride